ethyl-[(3-fluorophenyl) methyl] disulfide C(C)SSCC1=CC(=CC=C1)F